CC(CC(C)(C)C)(C)C1=C(C2=CC=CC=C2C=C1)N (1,1,3,3-tetramethylbutyl)-1-naphthalenamin